(4-(difluoromethyl)-2-((S)-1-hydroxyethyl)oxazol-5-yl)((S)-4-(4-fluorobenzo[d]oxazol-2-yl)-6,7-dihydro-1H-imidazo[4,5-c]pyridin-5(4H)-yl)methanone FC(C=1N=C(OC1C(=O)N1[C@@H](C2=C(CC1)NC=N2)C=2OC1=C(N2)C(=CC=C1)F)[C@H](C)O)F